COC(=O)[C@@]1(N([C@@H]([C@H](C1)F)C)C(=O)OC(C)(C)C)CC(=C)CCl (2R,4S,5R)-2-(2-(chloromethyl)allyl)-4-fluoro-5-methyl-pyrrolidine-1,2-dicarboxylic acid 1-(tert-butyl) 2-methyl ester